COC1(CCC1)CN (1-methoxycyclobutyl)methylamine